isobutylphenol sulfide C(C(C)C)C12C(C=CC=C1)(O)S2